O[C@@H](CCCC(=O)O)[C@@H](\C=C\C=C\C=C/C=C/[C@H](CCCCC)O)O (5S,6R,7E,9E,11Z,13E,15S)-5,6,15-trihydroxyeicosa-7,9,11,13-tetraenoic acid